3'-(aminomethyl)-5-(2-azaspiro[4.4]nonan-2-yl)-[1,1'-biphenyl] NCC=1C=C(C=CC1)C1=CC=CC(=C1)N1CC2(CC1)CCCC2